C(C)(C)(C)OC(=O)N1[C@@H]2CN([C@H](C1)C2)C2=C(C=CC(=C2)C=2N=NN(C2)CC2=C(C=C(C=C2)C=2OC(=NN2)C(F)F)F)F (1S,4S)-5-(5-(1-(4-(5-(difluoromethyl)-1,3,4-oxadiazol-2-yl)-2-fluorobenzyl)-1H-1,2,3-triazol-4-yl)-2-fluorophenyl)-2,5-diazabicyclo[2.2.1]heptane-2-carboxylic acid tert-butyl ester